S(C1=C(C=C(C(=C1)C(C)(C)C)O)C)C1=C(C=C(C(=C1)C(C)(C)C)O)C 4,4'-thio-bis(3-methyl-6-t-butylphenol)